Phosphordiamidite P([O-])(N)N